FC(C(=O)O)(F)F.O=C1NC(CCC1N1C(C2=CC=C(C=C2C1=O)N1CCNCC1)=O)=O 2-(2,6-dioxopiperidin-3-yl)-5-(piperazin-1-yl)isoindoline-1,3-dione 2,2,2-trifluoroacetate